ClC=1C(=NC=NC1CC)NCCOC1=NN(C=C1)C1=CC=C(C=C1)Cl 5-chloro-N-[2-[1-(4-chloro-phenyl)pyrazol-3-yl]oxyethyl]-6-ethyl-pyrimidin-4-amine